CC\C=C\CCCCCCCCC trans-tridec-3-ene